5-isopropyl-2-methylthiophene C(C)(C)C1=CC=C(S1)C